4-{2-acetyl-7-[(5-methoxy-7-methyl-1H-indol-4-yl)methyl]-2,7-diazaspiro[3.5]non-6-yl}benzoic acid C(C)(=O)N1CC2(C1)CC(N(CC2)CC2=C1C=CNC1=C(C=C2OC)C)C2=CC=C(C(=O)O)C=C2